The molecule is a flavanone glycoside that is (-)-epitaxifolin substituted by an alpha-D-arabinopyranosyl residue at position 3. It has a role as a metabolite. It is an alpha-D-arabinopyranoside, a member of 3'-hydroxyflavanones, a flavanone glycoside, a monosaccharide derivative, a tetrahydroxyflavanone and a member of 4'-hydroxyflavanones. It derives from a (-)-epitaxifolin and an alpha-D-arabinopyranose. C1[C@H]([C@H]([C@@H]([C@H](O1)O[C@H]2[C@H](OC3=CC(=CC(=C3C2=O)O)O)C4=CC(=C(C=C4)O)O)O)O)O